ClC1=CC(=CN(C1=O)C)S(=O)(=O)N([C@@H](C(F)(F)F)C1=CC=C(C=C1)F)CC (R)-5-Chloro-N-ethyl-1-methyl-6-oxo-N-(2,2,2-trifluoro-1-(4-fluorophenyl)ethyl)-1,6-dihydropyridine-3-sulfonamide